1-[(4-methoxyphenyl)methyl]-5-[5-(trifluoromethoxy)-1H-benzimidazol-2-yl]pyrazol-3-amine COC1=CC=C(C=C1)CN1N=C(C=C1C1=NC2=C(N1)C=CC(=C2)OC(F)(F)F)N